2-{3-[(2R,6S)-2,6-Dimethylmorpholin-4-carbonyl]-5,6-dihydrocyclopenta[c]pyrazol-1(4H)-yl}-1-[4-(2-fluoro-5-methoxyphenyl)piperidin-1-yl]ethan-1-on C[C@@H]1CN(C[C@@H](O1)C)C(=O)C=1C2=C(N(N1)CC(=O)N1CCC(CC1)C1=C(C=CC(=C1)OC)F)CCC2